tert-butyl N-[3-(4-bromoindazol-1-yl)propyl]carbamate BrC1=C2C=NN(C2=CC=C1)CCCNC(OC(C)(C)C)=O